COC(C=C1C2C=C(CC2C1)CC)=O 3-ethylbicyclo[3.2.0]hept-3-ene-6-ylideneacetic acid methyl ester